C(C)(C)(C)C1=NNC=C1C1=NC2=CC=C3C(=C2C=2CCCCC12)C=NN3 7-(3-(tert-butyl)-1H-pyrazol-4-yl)-8,9,10,11-tetrahydro-3H-pyrazolo[4,3-a]phenanthridine